C(CCCC)OCCC1=CC=C(C=C1)O 4-(2-(pentyloxy)ethyl)phenol